5-Cyano-N-[2-(4-formylcyclohexyl)indazol-5-yl]pyrrolo[2,3-b]pyridine-1-carboxamide 6-oxo-4-(((trifluoromethyl)sulfonyl)oxy)-1,6-dihydropyridine-3-carboxylate O=C1C=C(C(=CN1)C(=O)O)OS(=O)(=O)C(F)(F)F.C(#N)C=1C=C2C(=NC1)N(C=C2)C(=O)NC2=CC1=CN(N=C1C=C2)C2CCC(CC2)C=O